N-butyl-N-pentyl-urea C(CCC)N(C(=O)N)CCCCC